2-((6-((6-((3S,5R)-3-amino-4,4-difluoro-5-methylpiperidin-1-yl)-3-chloro-5-cyanopyridin-2-yl)amino)-1-(oxetan-3-ylmethyl)-2-oxo-1,2-dihydroquinolin-3-yl)oxy)-N-methylacetamide N[C@H]1CN(C[C@H](C1(F)F)C)C1=C(C=C(C(=N1)NC=1C=C2C=C(C(N(C2=CC1)CC1COC1)=O)OCC(=O)NC)Cl)C#N